1-(4-(2-(6-((3R,5R)-3-amino-5-fluoropiperidine-1-carbonyl)-3-methylpyrazolo[1,5-a]pyridin-2-yl)-1-(cyclopropylmethyl)-1H-indol-7-yl)piperidin-1-yl)-3-methylbutan-1-one N[C@H]1CN(C[C@@H](C1)F)C(=O)C=1C=CC=2N(C1)N=C(C2C)C=2N(C1=C(C=CC=C1C2)C2CCN(CC2)C(CC(C)C)=O)CC2CC2